C(#N)[C@H](CC1=CC=C(C=C1)C1=CC=C2C(C(N(C2=C1)C)=O)(F)F)NC(=O)[C@H]1OCCCNC1 (2S)-N-{(1S)-1-cyano-2-[4-(3,3-difluoro-1-methyl-2-oxo-2,3-dihydro-1H-indol-6-yl)phenyl]ethyl}-1,4-oxaazepane-2-carboxamide